BrC=1C(=NC=C(C1)Cl)NC1=C(C(=CC(=C1C)OC)F)C 3-Bromo-5-chloro-N-(3-fluoro-5-methoxy-2,6-dimethylphenyl)pyridin-2-amine